BrC=1C(=C(C=CC1)NC(=O)C1=NN2C([C@H](CCC2)N2C[C@@H](CC2)O)=C1)C (4S)-N-(3-bromo-2-methyl-phenyl)-4-[(3R)-3-hydroxypyrrolidin-1-yl]-4,5,6,7-tetrahydropyrazolo[1,5-a]pyridine-2-carboxamide